Tert-Butyl N-[(3S,4R)-1-[(6S)-6-[3-amino-6-methylthieno[2,3-b]pyridine-2-amido]-5,6,7,8-tetrahydroquinolin-2-yl]-4-(difluoromethyl)pyrrolidin-3-yl]carbamate NC1=C(SC2=NC(=CC=C21)C)C(=O)N[C@@H]2CC=1C=CC(=NC1CC2)N2C[C@H]([C@@H](C2)C(F)F)NC(OC(C)(C)C)=O